Cl.Cl.BrC(C(=N)N)(C)Br di-bromopropionamidine di(hydrochloride)